CN[C@H](C)CC1=CC2=C(C=C1)OCO2 |r| (+/-)-N-methyl-3,4-methylenedioxyamphetamine